C(C1=CC=CC=C1)N1N=NC2=C1C=CC(=C2)C2=NN(C(=C2)C2=CC(=CC=C2)C)CC2=CC=C(C(=O)NO)C=C2 4-{[3-(1-benzyl-1H-benzo[d][1,2,3]triazol-5-yl)-5-(3-methylphenyl)-1H-pyrazol-1-yl]methyl}-N-hydroxybenzoamide